2-((1-((5-hydroxy-4-oxo-4H-pyran-2-yl)methyl)-1H-1,2,3-triazol-4-yl)methoxy)-4-fluorobenzaldehyde OC=1C(C=C(OC1)CN1N=NC(=C1)COC1=C(C=O)C=CC(=C1)F)=O